N[C@@H]1[C@H](NCCC1)C1=C(C2=NC(=CC(=C2S1)NCC=1SC=CC1)Cl)Br 2-((2S,3S)-3-aminopiperidin-2-yl)-3-bromo-5-chloro-N-(thiophen-2-ylmethyl)thieno[3,2-b]pyridin-7-amine